succinimidyl hexanoate 6-((iodoacetyl)amino)hexanoate ICC(=O)NCCCCCC(=O)O.C(CCCCC)(=O)ON1C(CCC1=O)=O